C(C)(C)(C)C1=CC=C(C=C1)N1C(=C(C2=CC(=CC=C12)OC)C(=O)O)C 1-(4-(tert-butyl)phenyl)-5-methoxy-2-methyl-1H-indole-3-carboxylic acid